C(C)(C)(C)OC(=O)C1=C2C(=C(NC2=CC=C1)C)C(C1=CC=C(C=C1)OC)=O tert-butoxycarbonyl-3-(4-methoxybenzoyl)-2-methylindole